N-(2-chlorophenyl)-5-phenyl-1,3,4-oxadiazol-2-amine ClC1=C(C=CC=C1)NC=1OC(=NN1)C1=CC=CC=C1